COC(=O)C1=C(C=C2C=CN(C2=C1)C1C2CC3CC(CC1C3)C2)N 1-[(1R,3S,5R,7R)-adamantan-2-yl]-5-aminoindole-6-carboxylic acid methyl ester